OC1=C(C=CC=C1)C1=CC=2C(=CN=C(C2)NC(=O)C2CC2)N1C N-[2-(2-hydroxyphenyl)-1-methylpyrrolo[2,3-c]pyridin-5-yl]cyclopropanecarboxamide